5-(3-Methylpiperidin-4-yl)-5-azaspiro[2.5]octane hydrochloride Cl.CC1CNCCC1N1CC2(CC2)CCC1